C(C)(=O)N1CC=2N(CCC1)N=C(C2)C(=O)NC=2SC1=C(N2)C=CC(=C1)NS(=O)(=O)C=1SC=CC1 5-acetyl-N-[6-(2-thienylsulfonylamino)-1,3-benzothiazol-2-yl]-4,6,7,8-tetrahydropyrazolo[1,5-a][1,4]diazepine-2-carboxamide